C(CCCCCCCCC=CCCCCCCCCCCCCCC)(=O)O 10-Pentacosenoic acid